3-(1-(cyclohexylmethyl)-5-methyl-1H-pyrazol-4-yl)picolinate C1(CCCCC1)CN1N=CC(=C1C)C=1C(=NC=CC1)C(=O)[O-]